7-((4-(2-methyl-6-(methylcarbamoyl)pyridin-3-yl)piperazin-1-yl)methyl)-3,8-difluoropyrazolo[1,5-a]quinoxalin-4(5H)-one CC1=NC(=CC=C1N1CCN(CC1)CC=1C=C2NC(C=3N(C2=CC1F)N=CC3F)=O)C(NC)=O